5-(o-tolyl)-N-(2,4,5-trifluorophenyl)-1H-pyrrole-3-sulfonamide C1(=C(C=CC=C1)C1=CC(=CN1)S(=O)(=O)NC1=C(C=C(C(=C1)F)F)F)C